7-fluoro-4-(oxolan-3-yl)-8-(2,3,5-trifluorophenyl)quinoline-3-carboxamide FC1=CC=C2C(=C(C=NC2=C1C1=C(C(=CC(=C1)F)F)F)C(=O)N)C1COCC1